4,4'-diacryloyloxydiethylstilben C(C=C)(=O)OC1=CC=C(C=C1)C(=C(C1=CC=C(C=C1)OC(C=C)=O)CC)CC